CC(CCCCCCCCCCCCCCCCCCC(=O)O)O The molecule is an (omega-1)-hydroxy fatty acid that is henicosanoic acid in which one of the hydrogens at position 20 has been replaced by a hydroxy group. It is an (omega-1)-hydroxy fatty acid, a long-chain fatty acid, a secondary alcohol and a straight-chain saturated fatty acid. It derives from a henicosanoic acid. It is a conjugate acid of a 20-hydroxyhenicosanoate.